COC1=CC=C(C=C1)CN(C1=NC=C(C(=C1)C(C#N)(C)C)OC)CC1=CC=C(C=C1)OC 2-[2-[bis[(4-methoxyphenyl)methyl]amino]-5-methoxy-4-pyridinyl]-2-methyl-propionitrile